N-[4-(4-amino-7-ethylpyrrolo[2,1-f][1,2,4]triazin-5-yl)-3-fluorophenyl]-2-oxo-1-phenyl-1,2-dihydropyridine-3-carboxamide NC1=NC=NN2C1=C(C=C2CC)C2=C(C=C(C=C2)NC(=O)C=2C(N(C=CC2)C2=CC=CC=C2)=O)F